C[C@H](C1=CC(=CC=C1)C(=O)C2=CC=CC=C2)C(=O)N (R)-ketoprofen amide